(5-fluoro-1-(1-(cis-4-isopropylcyclohexyl)piperidin-4-yl)-3-((methoxyimino)methyl)-1H-indol-2-yl)methyl carbamate C(N)(OCC=1N(C2=CC=C(C=C2C1C=NOC)F)C1CCN(CC1)[C@@H]1CC[C@@H](CC1)C(C)C)=O